2-(diphenylphosphino)-N-(1-(6-((diphenylphosphino)methyl)pyridin-2-yl)ethyl)aniline C1(=CC=CC=C1)P(C1=C(NC(C)C2=NC(=CC=C2)CP(C2=CC=CC=C2)C2=CC=CC=C2)C=CC=C1)C1=CC=CC=C1